COC=1C=C2CCN(CC2=CC1)C1=NC=CC=N1 6-methoxy-2-(pyrimidin-2-yl)-3,4-dihydroisoquinoline